NC1=NC=2C=CC=CC2C2=C1N=C(N2C[C@@H](C)O[P@@](=O)(OC2=CC=C(C=C2)OC)N[C@@H](C)C(=O)OC(C)(C)C)COCC tert-butyl ((R)-(((R)-1-(4-amino-2-(ethoxymethyl)-1H-imidazo[4,5-c]quinolin-1-yl) propan-2-yl) oxy) (4-methoxyphenoxy) phosphoryl)-L-alaninate